C1(CC1)C1=NC=NC(=C1C1=NC=C(C(=N1)NCC12CCC(CC1)(CC2)C=2N(C=C(N2)C(F)(F)F)C)P(C)(C)=O)OC (4'-Cyclopropyl-6'-methoxy-4-(((4-(1-methyl-4-(trifluoromethyl)-1H-imidazol-2-yl)bicyclo[2.2.2]octan-1-yl)methyl)amino)-[2,5'-bipyrimidin]-5-yl)dimethylphosphine oxide